N1(CCNCCNCCNCC1)C(C(CO)O)CO 3-(1,4,7,10-tetraazacyclododecan-1-yl)butane-1,2,4-triol